3-propyl-bicyclo[2.2.1]-hept-5-ene-2-carbaldehyde C(CC)C1C(C2C=CC1C2)C=O